C1=CC=CC=2C3=CC=CC=C3N(C12)C1=CC=C(C=C1)C1(C(C(=CC=C1)N(C1=CC=C(C=C1)C)C=1C=C(C=CC1)C)Cl)NC1=CC=CC=C1 1-(4-(9H-carbazol-9-yl)phenyl)-2-chloro-N1-phenyl-N3-(m-tolyl)-N3-(p-tolyl)benzene-1,3-diamine